tert-butyl 2,4-dimethoxybenzyl((4-(((1S,2S)-2-(dimethylamino)cyclohexyl)-amino)-2,6-difluorophenyl)sulfonyl)carbamate COC1=C(CN(C(OC(C)(C)C)=O)S(=O)(=O)C2=C(C=C(C=C2F)N[C@@H]2[C@H](CCCC2)N(C)C)F)C=CC(=C1)OC